2,2-bis[[3-(dodecylthio)-propionyloxy]methyl]-1,3-propanediol 3-(dodecylthio)propionate C(CCCCCCCCCCC)SC(C(=O)OCC(CO)(COC(CCSCCCCCCCCCCCC)=O)COC(CCSCCCCCCCCCCCC)=O)C